nonylbenzeneboronic acid C(CCCCCCCC)C1=C(C=CC=C1)B(O)O